N[C@@H](C(C)C)C(=O)OC[C@H]1O[C@]([C@@H]([C@@H]1OC(CC)=O)O)(C1=CC=C2C(=NC=NN21)NC(C(C)C)=O)C#N ((2R,3S,4R,5R)-5-cyano-4-hydroxy-5-(4-isobutyramidopyrrolo[2,1-f][1,2,4]triazin-7-yl)-3-(propionyloxy)tetrahydrofuran-2-yl)methyl L-valinate